Cl.OCCCCN1C(=NC2=CC=CC=C2C1=O)C=1C=NC=CC1 3-(4-Hydroxybutyl)-2-(Pyridin-3-yl)Quinazolin-4(3H)-One Hydrochloride